4-(4-Amino-1-((2R,3R,4S,5S)-3,4-dihydroxy-5-((((3-methyl-5-phenylisoxazol-4-yl)methyl)thio)methyl)tetrahydrofuran-2-yl)-1H-pyrazolo[3,4-d]pyrimidin-3-yl)butanenitrile NC1=C2C(=NC=N1)N(N=C2CCCC#N)[C@@H]2O[C@@H]([C@H]([C@H]2O)O)CSCC=2C(=NOC2C2=CC=CC=C2)C